tert-Butyl 4-(2-((3-((2,6-dioxopiperidin-3-yl)amino)phenyl)amino)-2-oxoethyl)piperazine-1-carboxylate O=C1NC(CCC1NC=1C=C(C=CC1)NC(CN1CCN(CC1)C(=O)OC(C)(C)C)=O)=O